tert-butyl N-[(1S)-2-[4-chloro-3-[1-methyl-1-(propanoylamino)ethyl]phenoxy]-1-methyl-ethyl]carbamate ClC1=C(C=C(OC[C@H](C)NC(OC(C)(C)C)=O)C=C1)C(C)(NC(CC)=O)C